nitryl hydroxide [N+](=O)([O-])O